(R)-N-(2,6-difluoro-4-hydroxybenzyl)-2-((S)-2-(isoindolin-2-yl)-2-(4-(3-(piperazin-1-yl)propoxy)phenyl)acetamido)-5-((Z)-2-((2-propionamidoethyl)carbamoyl)guanidino)pentanamide FC1=C(CNC([C@@H](CCCN\C(=N/C(NCCNC(CC)=O)=O)\N)NC([C@H](C2=CC=C(C=C2)OCCCN2CCNCC2)N2CC3=CC=CC=C3C2)=O)=O)C(=CC(=C1)O)F